C1(CCCC1)NC1=NC(=CC=C1NC1COC1)C1=CC=C(C=C1)OC N2-cyclopentyl-6-(4-methoxyphenyl)-N3-(oxetan-3-yl)pyridine-2,3-diamine